N-((1s,3s)-3-(6-((4-(4-(4-(2-(2,6-dioxopiperidin-3-yl)-1,3-dioxoisoindolin-5-yl)piperazin-1-yl)piperidin-1-yl)phenyl)amino)-9H-purin-9-yl)cyclobutyl)-2-phenylacetamide O=C1NC(CC[C@@H]1N1C(C2=CC=C(C=C2C1=O)N1CCN(CC1)C1CCN(CC1)C1=CC=C(C=C1)NC1=C2N=CN(C2=NC=N1)C1CC(C1)NC(CC1=CC=CC=C1)=O)=O)=O